2-amino-4,6-dimethoxy-pyrimidine NC1=NC(=CC(=N1)OC)OC